(R)-1-(1-naphthyl)-ethylamine C1(=CC=CC2=CC=CC=C12)[C@@H](C)N